C(#N)C=1C=C(C=NC1N1N=CC=N1)NC(=O)C=1C=NN(C1C(F)(F)F)C1=CC=NC2=CN=CC=C12 N-(5-Cyano-6-(2H-1,2,3-triazol-2-yl)pyridin-3-yl)-1-(1,7-naphthyridin-4-yl)-5-(trifluoromethyl)-1H-pyrazol-4-carboxamid